CC1(COCC(N1)=O)C 5,5-Dimethylmorpholine-3-one